O[C@H]1C[C@@H](O[C@@H]1CO)N1C(N=C(C=C1)N1C=C(C2C(=COC1C2)C=O)C=O)=O 8-(1-((2R,4S,5R)-4-hydroxy-5-(hydroxymethyl)tetrahydrofuran-2-yl)-2-oxo-1,2-dihydropyrimidin-4-yl)-2-oxa-8-azabicyclo[3.3.1]non-3,6-diene-4,6-dicarboxaldehyde